6-((S)-1-amino-1,3-dihydrospiro[indene-2,4'-piperidin]-1'-yl)-3-((1S,2S)-2-phenylcyclopropyl)-1,5-dihydro-4H-pyrazolo[3,4-d]pyrimidin-4-one N[C@@H]1C2=CC=CC=C2CC12CCN(CC2)C=2NC(C1=C(N2)NN=C1[C@@H]1[C@H](C1)C1=CC=CC=C1)=O